COC(=O)C=1C=C(C=2N(C1)N=C(C2C)C2=CC=1C(=NC(=CC1)Cl)N2CC2CC2)OC.C(C)C2(CO2)CO 3-ethyl-3-hydroxymethyl-oxirane Methyl-2-(6-chloro-1-(cyclopropylmethyl)-1H-pyrrolo[2,3-b]pyridin-2-yl)-4-methoxy-3-methylpyrazolo[1,5-a]pyridine-6-carboxylate